COC[C@H]1C[C@@H](CN1C(C=C)=O)N1N=C(C(=C1NC)C(=O)N)C#CC1=CC=C2C=CC(=NC2=C1)C 1-[(3S,5R)-5-(Methoxymethyl)-1-(prop-2-enoyl)pyrrolidin-3-yl]-5-(methylamino)-3-[2-(2-methylquinolin-7-yl)ethynyl]pyrazole-4-carboxamide